2,4-bis[(1-cyclohexyloxy-2,2,6,6-tetramethylpiperidine-4-yl)-butylamino]-6-chloro-S-triazine C1(CCCCC1)ON1C(CC(CC1(C)C)N(C1=NC(=NC(=N1)N(CCCC)C1CC(N(C(C1)(C)C)OC1CCCCC1)(C)C)Cl)CCCC)(C)C